FC=1C(=C(C=CC1)NC1=C(NC2=C1C(NCC2)=O)C2=C(C=NC=C2)C#CC21N(CC(C2)C1)C(=O)OC(C)(C)C)OC tert-butyl 1-[2-(4-{3-[(3-fluoro-2-methoxyphenyl)amino]-4-oxo-1H,5H,6H,7H-pyrrolo[3,2-c]pyridin-2-yl}pyridin-3-yl)ethynyl]-2-azabicyclo[2.1.1]hexane-2-carboxylate